4-(((5-(2-(ethyl(isopropyl)carbamoyl)-4-fluorophenoxy)pyrimidine-4-yl)amino)methyl)piperidine-1-carboxylate C(C)N(C(=O)C1=C(OC=2C(=NC=NC2)NCC2CCN(CC2)C(=O)[O-])C=CC(=C1)F)C(C)C